CC(C(=O)N1C(CCCC1)C=1NC(=CN1)C1=CC=C(C=C1)CC#N)CC 2-(4-(2-(1-(2-methylbutanoyl)piperidin-2-yl)-1H-imidazol-5-yl)phenyl)acetonitrile